C(#N)C1=CNC2=C(C=CC(=C12)C)NS(=O)(=O)C=1C=NN(C1)[C@@H](CF)C N-(3-cyano-4-methyl-1H-indol-7-yl)-1-[(1R)-2-fluoro-1-methyl-ethyl]pyrazole-4-sulfonamide